BrC=1C=C2C(=NC(=NN2C1C)Cl)N(C(OC(C)(C)C)=O)CC=1SC=CC1 tert-butyl (6-bromo-2-chloro-7-methylpyrrolo[2,1-f][1,2,4]triazin-4-yl)(thiophen-2-ylmethyl)carbamate